CN1CC2(C1)CC(C2)NC=2C(=CN(C(C2)=O)C2CCOCC2)C(=O)N[C@H](C)C2=C(C(=CC=C2)C(F)(F)F)C (R)-4-((2-methyl-2-azaspiro[3.3]heptan-6-yl)amino)-N-(1-(2-methyl-3-(trifluoromethyl)phenyl)ethyl)-6-oxo-1-(tetrahydro-2H-pyran-4-yl)-1,6-dihydropyridine-3-carboxamide